FC(S(=O)(=O)O[C@H](C(=O)OCC)C)(F)F ethyl (S)-2-{[(trifluoromethyl)sulfonyl]oxy}propanoate